(R)-(3-(3-(cyclobutyl(4-methyl-4H-1,2,4-triazol-3-yl)methyl)phenyl)-5-(trifluoromethyl)-1H-pyrazolo[3,4-c]pyridin-7-yl)methanol C1(CCC1)[C@H](C=1C=C(C=CC1)C1=NNC2=C(N=C(C=C21)C(F)(F)F)CO)C2=NN=CN2C